N2-Phenyl-N4-pyridin-3-yl-pyrimidine-2,4-diamine C1(=CC=CC=C1)NC1=NC=CC(=N1)NC=1C=NC=CC1